(3R,4R)-1-(cyclopropylsulfonyl)-4-((7-(5-(2,2-difluoroethyl)pyridin-2-yl)-5-fluoropyrrolo[2,1-f][1,2,4]triazin-2-yl)amino)piperidin-3-ol C1(CC1)S(=O)(=O)N1C[C@H]([C@@H](CC1)NC1=NN2C(C=N1)=C(C=C2C2=NC=C(C=C2)CC(F)F)F)O